2-(1-benzhydryl-piperidin-4-yl)-5-fluoro-1,2,3,4-tetrahydro-2,7-naphthyridine C(C1=CC=CC=C1)(C1=CC=CC=C1)N1CCC(CC1)N1CC2=CN=CC(=C2CC1)F